BrC1=CC=C(S1)C1=NNC(=C1)NC1=CC=C(C=C1)OCCC1CCN(CC1)C 3-(5-bromothien-2-yl)-N-(4-(2-(1-methylpiperidin-4-yl)ethoxy)phenyl)-1H-pyrazol-5-amine